Cl.C1=CC(=CC2=C1C=CCCC2)C(=O)O 6,7-dihydro-5H-benzo[7]annulene-3-carboxylic acid, hydrochloride